NC1=C(C2=C(C(N1C1=C(C(=CC=C1C)O)C)=O)C=C(S2)SC)C(=O)N 6-amino-5-(3-hydroxy-2,6-dimethylphenyl)-2-(methylthio)-4-oxo-4,5-dihydrothieno[3,2-c]pyridine-7-carboxamide